[Ni].[Mn].[Li] lithium manganese-nickel